C1CCC2=C(C=3CCCC3C=C12)NC(=O)[N-]S(=O)(=O)C=CC1N(CCC1)C ((1,2,3,5,6,7-hexahydro-s-indacen-4-yl)carbamoyl)((2-(1-methylpyrrolidin-2-yl)vinyl)sulfonyl)amide